6-benzyl-2-methyl-5-oxo-N-(pyridin-3-ylmethyl)-5,6-dihydro-1,6-naphthyridine-3-carboxamide C(C1=CC=CC=C1)N1C(C=2C=C(C(=NC2C=C1)C)C(=O)NCC=1C=NC=CC1)=O